(S)-2-allyl-6-((4-((2-hydroxy-1-phenylethyl)amino)-5-(3-methyl-1,2,4-oxadiazol-5-yl)pyrimidin-2-yl)amino)-1-isopropyl-1,2-dihydro-3H-pyrazolo[3,4-b]pyridin-3-one C(C=C)N1N(C2=NC(=CC=C2C1=O)NC1=NC=C(C(=N1)N[C@H](CO)C1=CC=CC=C1)C1=NC(=NO1)C)C(C)C